C(CCC=O)(=O)O succinaldehydic acid